BrC1=C2C=NNC2=CC=C1OC(F)(F)F 4-bromo-5-(trifluoromethoxy)-1H-indazole